3-fluoro-5-(5-(3-(methylsulfonyl)phenyl)-1-((2-(trimethylsilyl)ethoxy)methyl)-1H-pyrazolo[3,4-b]pyridin-3-yl)aniline FC=1C=C(N)C=C(C1)C1=NN(C2=NC=C(C=C21)C2=CC(=CC=C2)S(=O)(=O)C)COCC[Si](C)(C)C